N-((4-(Hydroxymethyl)-1-(4-(pentafluoro-λ6-sulfaneyl)phenyl)-1H-pyrazolo[3,4-b]pyridin-3-yl)methyl)acrylamide OCC1=C2C(=NC=C1)N(N=C2CNC(C=C)=O)C2=CC=C(C=C2)S(F)(F)(F)(F)F